BrC1=CC=2N(C=C1)C=NC2CNC(=O)C=2C=NN(C2)CC=2N=C1N(C=C(C=C1)C(F)(F)F)C2 N-((7-bromoimidazo[1,5-a]pyridin-1-yl)methyl)-1-((6-(trifluoromethyl)imidazo[1,2-a]pyridin-2-yl)methyl)-1H-pyrazole-4-carboxamide